N1C(=CC=2C=NC=CC21)CNC(=O)[C@H]2N(C[C@@H](C2)OC(F)F)C(=O)OC(C)(C)C tert-butyl (2S,4R)-2-(((1H-pyrrolo[3,2-c]pyridin-2-yl)methyl)carbamoyl)-4-(difluoromethoxy)pyrrolidine-1-carboxylate